C(C)C=1NC(=C(N1)CC)CC 2,4,5-triethylimidazole